5-(2,4-difluorophenyl)-N-[2-[6-(5,6-dimethyl-3-pyridyl)-2-pyridyl]-2-(1-methylpyrazol-4-yl)propyl]isoxazole-3-carboxamide FC1=C(C=CC(=C1)F)C1=CC(=NO1)C(=O)NCC(C)(C=1C=NN(C1)C)C1=NC(=CC=C1)C=1C=NC(=C(C1)C)C